ClC1=NNC2=NC(=NC(=C21)N)N 3-chloro-1H-pyrazolo[3,4-d]Pyrimidine-4,6-diamine